N2,N4,N6-tris(3-(di(undec-10-en-1-yl)amino)propyl)-1,3,5-triazine-2,4,6-triamine C(CCCCCCCCC=C)N(CCCNC1=NC(=NC(=N1)NCCCN(CCCCCCCCCC=C)CCCCCCCCCC=C)NCCCN(CCCCCCCCCC=C)CCCCCCCCCC=C)CCCCCCCCCC=C